tert-butyl (S)-2-(bis(tert-butoxycarbonyl)amino)-5-morpholinopentanoate 2,2,2-trifluoroacetate FC(C(=O)O)(F)F.C(C)(C)(C)OC(=O)N([C@H](C(=O)OC(C)(C)C)CCCN1CCOCC1)C(=O)OC(C)(C)C